1-(6-bromoisochroman-8-yl)ethane BrC=1C=C2CCOCC2=C(C1)CC